propan-diol C(CC)(O)O